CC1=CC=C(C=C1)S(=O)(=O)OCCC1(OC(OCC1)C1=CC=CC=C1)C 2-(4-methyl-2-phenyl-1,3-dioxan-4-yl)ethyl 4-methylbenzenesulfonate